(R)-tert-butyl (3-((1-((4-amino-1-methyl-1H-indazol-6-yl)methoxy)propan-2-yl)carbamoyl)-5-chloropyrazolo[1,5-a]pyrimidin-7-yl)(methyl)carbamate NC1=C2C=NN(C2=CC(=C1)COC[C@@H](C)NC(=O)C=1C=NN2C1N=C(C=C2N(C(OC(C)(C)C)=O)C)Cl)C